C(C)(C)(C)NC(C(F)(F)C=1C=C(C(=O)NC2=CC(=C(C=C2)F)F)C=CC1F)=O 3-(2-(tert-butylamino)-1,1-difluoro-2-oxoethyl)-N-(3,4-difluorophenyl)-4-fluorobenzamide